(4-methyl-2-(2,4,5-trifluoro-3-hydroxyphenyl)thiazol-5-yl)(4-methylpiperazin-1-yl)methanone CC=1N=C(SC1C(=O)N1CCN(CC1)C)C1=C(C(=C(C(=C1)F)F)O)F